3-bromophenyl-phenylboronic acid BrC=1C=C(C=CC1)C1=C(C=CC=C1)B(O)O